ethyl 4-bromo-1-[(tert-butoxycarbonyl)amino]imidazole-2-carboxylate BrC=1N=C(N(C1)NC(=O)OC(C)(C)C)C(=O)OCC